2-(dicyclohexyl-phosphino)biphenyl C1(CCCCC1)P(C1=C(C=CC=C1)C1=CC=CC=C1)C1CCCCC1